5'-(2-((1-acetylpiperidin-4-yl)amino)-1-phenylethyl)-2'-chloro-6-fluoro-5-(2-methoxyethoxy)-[1,1'-biphenyl]-2-carboxamide C(C)(=O)N1CCC(CC1)NCC(C1=CC=CC=C1)C=1C=CC(=C(C1)C=1C(=CC=C(C1F)OCCOC)C(=O)N)Cl